BrC=1C(=C(C(=O)OCC)C(=CC1)CCl)F ethyl 3-bromo-6-(chloromethyl)-2-fluorobenzoate